1,5,7-trimethyl-4-oxo-N-(5-(trifluoromethyl)pyridin-2-yl)-4,5-dihydro-1H-pyrrolo[3,2-c]pyridine-3-carboxamide CN1C=C(C=2C(N(C=C(C21)C)C)=O)C(=O)NC2=NC=C(C=C2)C(F)(F)F